(R)-3-amino-3-methylpiperidine-2,6-dione N[C@]1(C(NC(CC1)=O)=O)C